[N+](=O)([O-])C(CCC(=O)OC)CCCCCC(=O)OC dimethyl 4-nitro-sebacate